CN1C(=NC=C1)C(N)=O N-methyl-carbamoylimidazole